(S)-tert-butyl 2-((4-ethyl-8-fluoro-4-hydroxy-11-methyl-3,6,14-tricarbonyl-3,4,6,11,12,14-hexahydro-1H-pyrano[3',4':6,7]indolizino[2,1-b]quinolin-10-yl)oxy)acetate C(C)[C@]1(C(OCC=2C(N3CC=4N(C5=C(C=C(C=C5C(C4C3=CC21)=C=O)F)OCC(=O)OC(C)(C)C)C)=C=O)=C=O)O